(4-fluorophenyl)picolinic acid methyl ester COC(C1=NC=CC=C1C1=CC=C(C=C1)F)=O